1H-indolium chloride [Cl-].[NH2+]1C=CC2=CC=CC=C12